(R)-2-(((1-hydroxybutan-2-yl)(7-isopropyl-4-((4-(pyridin-2-yl)benzyl)amino)-7H-pyrrolo[2,3-d]pyrimidin-2-yl)amino)methyl)acrylic acid OC[C@@H](CC)N(C=1N=C(C2=C(N1)N(C=C2)C(C)C)NCC2=CC=C(C=C2)C2=NC=CC=C2)CC(C(=O)O)=C